C1C(CC2=CC=CC=C12)NC1=CC=C(N=N1)C1=NN=C(O1)CC(=O)N1CC2=C(CC1)NN=N2 2-(5-(6-((2,3-dihydro-1H-inden-2-yl)amino)pyridazin-3-yl)-1,3,4-oxadiazol-2-yl)-1-(1,4,6,7-tetrahydro-5H-[1,2,3]triazolo[4,5-c]pyridin-5-yl)ethan-1-one